Ethyl 2-((S)-2-((((3-chlorobenzyl)oxy)carbonyl)amino)-4-methylpentanamido)-3-(2-oxo-1-azaspiro[4.5]decan-3-yl)propanoate ClC=1C=C(COC(=O)N[C@H](C(=O)NC(C(=O)OCC)CC2C(NC3(C2)CCCCC3)=O)CC(C)C)C=CC1